ClC1=C(C=NN1CCC#N)C(=O)N[C@H]1C[C@H](CCC1)NC1=CC(=NC2=CC=C(C=C12)Cl)C(F)(F)F 5-chloro-N-[(1r,3s)-3-{[6-chloro-2-(trifluoromethyl)quinolin-4-yl]amino}cyclohexyl]-1-(2-cyanoethyl)-1H-pyrazole-4-carboxamide